C(C)OC1=C(C(=O)NC(C)C2=CC(=CC=C2)NC)C=C(C=C1)NC(C(C)C)=O 2-ethoxy-5-isobutyrylamino-N-(1-(3-(methylamino)phenyl)ethyl)benzamide